BrC=1C=C(C(=O)O)C=CC1N=[N+]=[N-] 3-bromo-p-azidobenzoic acid